NC=1C=2N(C3=CC(=CC=C3N1)C(=O)N([C@@H]1COC3=C1C=NC(=C3)C(F)(F)F)C)C=NC2 (S)-4-amino-N-methyl-N-(6-(trifluoromethyl)-2,3-dihydrofuro[3,2-c]-pyridin-3-yl)imidazo-[1,5-a]quinoxaline-8-carboxamide